2-((4-((R)-2-(4-chloro-2-fluorophenyl)-2H-chromen-8-yl)piperidin-1-yl)methyl)-3-(((S)-oxetan-2-yl)methyl)-6-(5-(trifluoromethyl)-4H-1,2,4-triazol-3-yl)-3H-imidazo[4,5-c]pyridine ClC1=CC(=C(C=C1)[C@@H]1OC2=C(C=CC=C2C=C1)C1CCN(CC1)CC1=NC2=C(C=NC(=C2)C2=NN=C(N2)C(F)(F)F)N1C[C@H]1OCC1)F